NC=1C(NC2=C3C=CC=NC3=C(C=C2C1C1=C2C=NNC2=C(C=C1)F)N1CC2OC(C1)C2)=O 3-amino-4-(7-fluoro-1H-indazol-4-yl)-6-(6-oxa-3-azabicyclo[3.1.1]heptan-3-yl)-1H-1,7-phenanthrolin-2-one